C(C)N1N=C(C2=NC(=CC(=C21)C(C#N)(C)C)N2[C@@H](COCC2)C)C2=NN(C=C2)C2OCCCC2 2-(1-Ethyl-5-((R)-3-methylmorpholinyl)-3-(1-(tetrahydro-2H-pyran-2-yl)-1H-pyrazol-3-yl)-1H-pyrazolo[4,3-b]pyridin-7-yl)-2-methylpropanenitrile